2-[4-bromo-3-(tert-butylsulfamoyl)phenyl]-N-isopropyl-acetamide BrC1=C(C=C(C=C1)CC(=O)NC(C)C)S(NC(C)(C)C)(=O)=O